3,4-bis[(6Z,15Z)-henicosa-6,15-dien-11-yl] 1-(2-{[4-(dimethylamino)butanoyl]oxy}ethyl)pyrrolidine-3,4-dicarboxylate CN(CCCC(=O)OCCN1CC(C(C1)C(=O)OC(CCC\C=C/CCCCC)CCC\C=C/CCCCC)C(=O)OC(CCC\C=C/CCCCC)CCC\C=C/CCCCC)C